NC1=C(C=CC(=C1)OC(F)(F)F)C(=O)N1CCC(CC1)C1=C2C(=NC=C1)NC(=N2)C21CC(C2)(C1)OC [2-amino-4-(trifluoromethoxy)phenyl]-[4-[2-(3-methoxy-1-bicyclo[1.1.1]pentanyl)-3H-imidazo[4,5-b]pyridin-7-yl]-1-piperidyl]methanone